P(=O)(OC(CC(C)C)C)([O-])[O-] 1,3-dimethylbutyl phosphate